1-Dodecyl-2-Methylpiperidinium cyanid [C-]#N.C(CCCCCCCCCCC)[NH+]1C(CCCC1)C